N(=[N+]=[N-])[C@H]1C(O[C@@H]([C@H]([C@@H]1O)O)CO)O (3R,4R,5S,6R)-3-azido-6-(hydroxymethyl)tetrahydro-2H-pyran-2,4,5-triol